BrC1=C2C(=C(C(=NC2=CC=C1)Cl)C)Cl 5-bromo-2,4-dichloro-3-methylquinoline